N-(3-chloro-2-methylphenyl)-4-{[(3-{[(2S)-1-methylpyrrolidin-2-yl]methoxy}pyridin-4-yl)methyl]amino}-2-oxo-1,2,5,6-tetrahydropyridine-3-carbothioamide ClC=1C(=C(C=CC1)NC(=S)C=1C(NCCC1NCC1=C(C=NC=C1)OC[C@H]1N(CCC1)C)=O)C